C(=O)(C(=C)C)Cl methacryl chloride